C1=C(C=CC2=CC=CC=C12)C1=CC=2N(C3=CC(=CC=C3C2C=C1)C1=CC2=CC=CC=C2C=C1)C1=CC=C(C#N)C=C1 4-(2,7-di(naphthalene-2-yl)-9H-carbazole-9-yl)benzonitrile